sodium (2S,5R)-N-(2-hydroxyethoxy)-7-oxo-6-(sulfooxy)-1,6-diazabicyclo[3.2.1]octane-2-carboxamide OCCONC(=O)[C@H]1N2C(N([C@H](CC1)C2)OS(=O)(=O)O)=O.[Na]